2-Ethyl-7-nitro-2,3-dihydro-1lambda6,2-benzothiazole-1,1,3-trione C(C)N1S(C2=C(C1=O)C=CC=C2[N+](=O)[O-])(=O)=O